ONC(\C=C\C1=C(C=CC=C1)NCC=1C=NC(=CC1)C1=CC=CC=C1)=O (E)-N-hydroxy-3-(2-(((6-phenylpyridin-3-yl)methyl)amino)phenyl)acrylamide